(E)-N-phenyl-3-(p-tolyl)-N-tetrahydrofuran-3-ylprop-2-enamide C1(=CC=CC=C1)N(C(\C=C\C1=CC=C(C=C1)C)=O)C1COCC1